N-(3-(trifluoromethoxy)benzyl)benzenesulfonamide FC(OC=1C=C(CNS(=O)(=O)C2=CC=CC=C2)C=CC1)(F)F